FC=1C=C(OC2=NC=C(C=C2C(=O)NC2=CC(=CC=C2)S(=O)(=O)C)C(F)(F)F)C=C(C1)F 2-(3,5-difluorophenoxy)-N-(3-methylsulfonylphenyl)-5-(trifluoromethyl)pyridine-3-carboxamide